C(C)(C)(C)OC(=O)NC(C(=O)O)CCN(CCCCC1=NC=2NCCCC2C=C1)CCF 2-(tert-butoxycarbonylamino)-4-[2-fluoroethyl-[4-(5,6,7,8-tetrahydro-1,8-naphthyridin-2-yl)butyl]amino]butanoic acid